FC(C1=NN(C=C1C1=NN=C(O1)C(=O)OC)C)F methyl 5-(3-(difluoromethyl)-1-methyl-1H-pyrazolyl)-1,3,4-oxadiazole-2-carboxylate